BrC1=CC=C(C=C1)NP1(OCC2(CO1)COP(OC2)(NC2=CC=C(C=C2)Br)=O)=O 3,9-bis(N-p-bromophenylamino)-2,4,8,10-tetraoxa-3,9-diphosphaspiro[5.5]undecane-3,9-dioxide